FC(C)S(=O)(=O)C=1C=C(OC[C@H](CN[C@H]2COC3(C2)CCN(CC3)S(=O)(=O)C3=CC2=C(OCCN2C)N=C3)O)C=CC1 (2s)-1-(3-(1-fluoroethylsulfonyl)phenoxy)-3-((R)-8-(1-methyl-2,3-dihydro-1H-pyrido[2,3-b][1,4]oxazin-7-ylsulfonyl)-1-oxa-8-azaspiro[4.5]decan-3-ylamino)propan-2-ol